O=C1NC(CCC1NC=1C=C(C(=C(C1)NC(C)=O)F)F)=O N-(5-(2,6-dioxopiperidin-3-ylamino)-2,3-difluorophenyl)acetamide